1,4-butanedisulfonyl chloride tert-Butyl-((3R,4R)- and (3S,4S)-3-(hydroxymethyl)tetrahydro-2H-pyran-4-yl)carbamate C(C)(C)(C)N(C(O)=O)[C@H]1[C@@H](COCC1)CO.C(CCCS(=O)(=O)Cl)S(=O)(=O)Cl |r|